C(C)(C)N(CCC1=CNC2=CC=C(C=C12)OC)C(C)C N,N-diisopropyl-5-methoxytryptamine